NC=1C=2C(N=C(N1)C1=NSC=C1)=NN(C2)CC=2C=C(C=CC2)O 3-{[4-amino-6-(1,2-thiazol-3-yl)-2H-pyrazolo[3,4-d]pyrimidin-2-yl]methyl}phenol